3-{[(4-chlorophenyl)methyl]amino}-5-(morpholin-4-yl)pyridine-2-carboxamide ClC1=CC=C(C=C1)CNC=1C(=NC=C(C1)N1CCOCC1)C(=O)N